7-(perfluoroprop-2-yl)-9b-(phenylsulfonyl)-2,3,3a,4,5,9b-hexahydro-1H-pyrrolo[3,2-f]quinoline FC(C(C(F)(F)F)(C1=NC=2CCC3C(C2C=C1)(CCN3)S(=O)(=O)C3=CC=CC=C3)F)(F)F